(1-(3-chloro-4-iodopyridin-2-yl)pyrrolidin-2-yl)methanol potassium hydroxycitrate OC(C(=O)[O-])C(O)(C(=O)[O-])CC(=O)[O-].[K+].ClC=1C(=NC=CC1I)N1C(CCC1)CO.[K+].[K+]